FC1=CC=C(C=C1)[C@H](C1CCNCC1)C1=CC(=CC=C1)OC 4-[(S)-(4-fluorophenyl)-(3-methoxyphenyl)methyl]Piperidine